N1CCNCCC1 [1,4]diazepane